(R)-N-[(1S)-2,2-difluoro-1-[2-fluoro-4-(trifluoromethyl)phenyl]ethyl]-2-methyl-propane-2-sulfinamide FC([C@H](C1=C(C=C(C=C1)C(F)(F)F)F)N[S@](=O)C(C)(C)C)F